OC1C(CCC1)N1CCC(CC1)COCC(=O)OC(C)(C)C tert-butyl 2-[[1-(2-hydroxycyclopentyl)-4-piperidyl]methoxy]acetate